COC1=C(C=CC(=C1)[N+](=O)[O-])S(=O)(=O)CCO 2-(2-methoxy-4-nitro-phenyl)sulfonylethanol